C(C(=C)C)(=O)OCCS(=O)(=O)O 2-sulfoethyl methacrylate